C(=C)N1C(CCC1)=O Vinylpyrrolidin-on